C(=O)(O)CCN1C(C(C2=CC=CC=C12)(C)C)C 1-(2-carboxyethyl)-2,3,3-trimethyl-3H-indole